4-methyl-N-((2-(6-(6-methyl-4,7-diazaspiro[2.5]octan-7-yl)pyridin-2-yl)-1,6-naphthyridin-7-yl)methyl)-3-(methylsulfonyl)benzamide CC1=C(C=C(C(=O)NCC2=NC=C3C=CC(=NC3=C2)C2=NC(=CC=C2)N2C(CNC3(CC3)C2)C)C=C1)S(=O)(=O)C